4-((2-chlorothiazol-5-yl)methyl)piperidine-1,4-dicarboxylic acid 1-tert-butyl ester 4-ethyl ester C(C)OC(=O)C1(CCN(CC1)C(=O)OC(C)(C)C)CC1=CN=C(S1)Cl